BrC1=CC=CC(=N1)C=1N=C2N(N=C(C=C2)Cl)C1 (6-bromopyridin-2-yl)-6-chloroimidazo[1,2-b]pyridazine